1-(3-fluoro-5-(5-(3-(piperazin-1-yl)phenyl)-1H-pyrazolo[3,4-b]pyridin-3-yl)phenyl)-3-(pyrimidin-5-yl)urea FC=1C=C(C=C(C1)C1=NNC2=NC=C(C=C21)C2=CC(=CC=C2)N2CCNCC2)NC(=O)NC=2C=NC=NC2